CC1(C(C2(CCC1)C(C=C(CC2)C)C)=O)C 2,2,7,9-tetramethyl-spiro(5.5)undec-8-en-1-one